C(C)(C)(C)OC(=O)N(C1=NC(=NC=C1)NCCCC(C(=O)OC)NC(=O)OC(C)(C)C)C Methyl 5-((4-((tert-butoxycarbonyl)(methyl)amino)pyrimidin-2-yl)amino)-2-((tert-butoxycarbonyl)amino)pentanoate